COC(C1=C(C=C(C=C1)C=1SC=C(N1)NC(N[C@H]1CCOC2=C(C=CC=C12)Cl)=O)F)=O.CC=1C=C(N)C=C(C1C(F)(F)F)B1OC(C(O1)(C)C)(C)C 3-Methyl-5-(4,4,5,5-tetramethyl-1,3,2-dioxaborolan-2-yl)-4-(trifluoromethyl)aniline methyl-4-[4-[[(4S)-8-chlorochroman-4-yl]carbamoylamino]thiazol-2-yl]-2-fluoro-benzoate